Cl.NC(C(=O)N1CCN(CC1)C(=O)NC1=NC(N(C=C1)C1=CC=C(C=C1)C(CN1CC2C(C2C1)N)C)=O)(C)C 4-(2-Amino-2-methylpropanoyl)-N-(1-(4-(1-(exo-6-amino-3-azabicyclo[3.1.0]hexan-3-yl)propan-2-yl)phenyl)-2-oxo-1,2-dihydropyrimidin-4-yl)piperazine-1-carboxamide Hydrochloride Salt